C(C)SC=1OC2=C(C=C(C=C2C(C1C=1N=COC1)=O)C)[C@@H](C)NC(OC(C)(C)C)=O tert-Butyl N-[(1R)-1-(2-ethylsulfanyl-6-methyl-3-oxazol-4-yl-4-oxo-chromen-8-yl)ethyl]carbamate